BrC1=C(O[C@@]2(C[C@H](N(C2)C(=O)OCCCC)C(N)=O)C(N)=O)C=CC(=C1)F Z-butyl (2S,4R)-4-(2-bromo-4-fluorophenoxy)-2,4-dicarbamoylpyrrolidine-1-carboxylate